ClC1=CC=C2C=C(C=NC2=C1)C(=O)N1C[C@@]2(CC1)C=C(C(C(C2)(C)C)=O)C#N (5S)-2-(7-chloroquinoline-3-carbonyl)-9,9-dimethyl-8-oxo-2-azaspiro[4.5]dec-6-ene-7-carbonitrile